O1C2=C(OCC1)C=C(C=C2)OC2C(CNCC2)C 4-((2,3-dihydrobenzo[b][1,4]dioxin-6-yl)oxy)-3-methylpiperidine